N-benzyl-N-isopropyl-2-(2-(6-(pyrimidin-2-ylamino)pyridin-2-yl)morpholino)acetamide C(C1=CC=CC=C1)N(C(CN1CC(OCC1)C1=NC(=CC=C1)NC1=NC=CC=N1)=O)C(C)C